3,5-difluoro-4-hydroxy-N-({(1r,4r)-4-[6-(1,3-thiazol-5-yl)-2H-indazol-2-yl]cyclohexyl}methyl)benzamide FC=1C=C(C(=O)NCC2CCC(CC2)N2N=C3C=C(C=CC3=C2)C2=CN=CS2)C=C(C1O)F